ClC1=NC=CC2=C1SC1=C2C=CC(=C1)Cl 1,7-dichlorobenzo[4,5]thieno[2,3-c]pyridine